5-methyl-1-(3-pyridylcarbamoyl)-1,2,3,5-tetrahydropyrrolo[2,3-f]indole CN1C=CC=2C=C3C(=CC12)CCN3C(NC=3C=NC=CC3)=O